C(C1=CC=CC=C1)OC=1C(=NC=C(C1)Br)C#N 3-(benzyloxy)-5-bromopicolinonitrile